FC(C)(F)C1=NC(=NC=C1)N1CCC=2C=NC(=CC21)NC(C)=O N-(1-(4-(1,1-difluoroethyl)pyrimidin-2-yl)-2,3-dihydro-1H-pyrrolo[3,2-c]pyridin-6-yl)acetamide